N-[trans-4-(acetylamino)cyclohexyl]-2-{4-[5-(4-methylphenyl)-1,2,4-triazin-3-yl]piperazin-1-yl}acetamide C(C)(=O)N[C@@H]1CC[C@H](CC1)NC(CN1CCN(CC1)C=1N=NC=C(N1)C1=CC=C(C=C1)C)=O